2-(4-methoxyphenyl)-4,6-dimethoxybenzene COC1=CC=C(C=C1)C1=CC(=CC(=C1)OC)OC